CC[C@]1(C[C@@H](C2=C(C3=C(C=C2[C@H]1C(=O)OC)C(=O)C4=C(C3=O)C(=CC=C4)O)O)O[C@H]5C[C@@H]([C@@H]([C@@H](O5)C)O[C@H]6C[C@@H]([C@@H]([C@@H](O6)C)O[C@H]7CCC(=O)[C@@H](O7)C)O)N(C)C)O The molecule is an anthracycline antibiotic that is produced by Streptomyces galilaeus and also has potent antineoplastic activity. It has a role as an antimicrobial agent, an EC 5.99.1.3 [DNA topoisomerase (ATP-hydrolysing)] inhibitor, an apoptosis inducer, an antineoplastic agent and a bacterial metabolite. It is an anthracycline, an aminoglycoside, a trisaccharide derivative, a polyketide, a member of phenols, a methyl ester and a member of tetracenequinones. It derives from an aklavinone. It is a conjugate base of an aclacinomycin A(1+). It is a tautomer of an aclacinomycin A zwitterion.